OC(CN(CCO)CC(C)O)C N,N-bis-(2-hydroxy-propyl)-N-(hydroxyethyl)amine